5-[2-(difluoromethyl)phenyl]-N-[(2R)-1-hydroxypropan-2-yl]-6-[4-(trifluoromethyl)phenoxy]pyridine-3-carboxamide FC(C1=C(C=CC=C1)C=1C=C(C=NC1OC1=CC=C(C=C1)C(F)(F)F)C(=O)N[C@@H](CO)C)F